(phenyl)(cyclohexyl)methylene(cyclopentadienyl)(2,7-di-tert-butylfluorenyl)hafnium C1(=CC=CC=C1)C(=[Hf](C1=C(C=CC=2C3=CC=C(C=C3CC12)C(C)(C)C)C(C)(C)C)C1C=CC=C1)C1CCCCC1